C12(CC(C1)C2)C[C@H](COC2=NC(=NC(=C2)C2=C(C=CC=C2C)C)NS(=O)(=O)C=2C=C(C(=O)O)C=CC2)NCC2=CN=C1C(=N2)N(C(=C1)C1(CC1)C)C 3-[[4-[(2R)-3-(1-Bicyclo[1.1.1]pentanyl)-2-[[5-methyl-6-(1-methylcyclopropyl)pyrrolo[2,3-b]pyrazin-3-yl]methylamino]propoxy]-6-(2,6-dimethylphenyl)pyrimidin-2-yl]sulfamoyl]benzoic acid